(S)-2-(4-((3-(5-(1-amino-1,3-dihydrospiro[indene-2,4'-piperidin]-1'-yl)-6-(hydroxylmethyl)pyrazin-2-yl)prop-2-yn-1-yl)oxy)phenyl)acetamide N[C@@H]1C2=CC=CC=C2CC12CCN(CC2)C=2N=CC(=NC2CO)C#CCOC2=CC=C(C=C2)CC(=O)N